CN(N)C1=NC=CC=C1 2-(1-methylhydrazino)pyridine